6-(heptan-2-yl)-1-isopropyl-1H-pyrazolo[3,4-d]pyrimidin-4(7H)-one CC(CCCCC)C1=NC(C2=C(N1)N(N=C2)C(C)C)=O